CC=1C=C(C(=O)O)C=C(C1)C 3,5-Dimethylbenzoic acid